FC1=C(C=CC=C1)[C@@H](C)O |r| (1RS)-1-(2-fluorophenyl)ethan-1-ol